Benzamide Sulfate S(=O)(=O)(O)O.C(C1=CC=CC=C1)(=O)N